FC=1C=C(C=C(C1)F)C1=NOC(=N1)C1=NN(C(C=C1)=O)CC(=O)NCC 2-[3-[3-(3,5-difluorophenyl)-1,2,4-oxadiazol-5-yl]-6-oxopyridazin-1-yl]-N-ethylacetamide